C1N(CCC2=CC=CC=C12)C[C@H](CN1CCOC2=C(C1=O)C=CC(=C2)OCC2OCCCC2)O 4-[(2R)-3-(3,4-dihydro-1H-isoquinolin-2-yl)-2-hydroxy-propyl]-8-(tetrahydropyran-2-yl-methoxy)-2,3-dihydro-1,4-benzoxazepin-5-one